methyl-(3-chloro-4-methoxyphenyl)-2-(2-(diethoxyphosphoryl) acetamido)propanoate CCC(C(=O)[O-])(NC(CP(=O)(OCC)OCC)=O)C1=CC(=C(C=C1)OC)Cl